disilicon hydride [Si]#[Si]